FC1(C(C1)COC(=O)NCC1=C(N=NN1C)C1=CC=C(C(=N1)C)O[C@@H]1C[C@H](CCC1)C(=O)O)F (1S,3S)-3-((6-(5-(((((2,2-difluoro-cyclopropyl)methoxy)carbonyl)amino)methyl)-1-methyl-1H-1,2,3-triazol-4-yl)-2-methylpyridin-3-yl)oxy)cyclohexane-1-carboxylic acid